ClC=1C(=C(C(=CC1N1CC(CC1)C1(N(CCC1)C)C)F)S(=O)(=O)N(C1=NC(=CC=C1)F)CC1=C(C=C(C=C1)OC)OC)F 3-chloro-N-[(2,4-dimethoxyphenyl)methyl]-4-[3-(1,2-dimethylpyrrolidin-2-yl)pyrrolidin-1-yl]-2,6-difluoro-N-(6-fluoro-2-pyridyl)benzenesulfonamide